((S)-2-cyclopropyl-2-(3-((4-(5-fluoro-2-methoxypyridin-4-yl)-3-((S)-1-methoxy-2,2-dimethylpropyl)benzyl)oxy)phenyl)ethyl)(methyl)phosphinic acid C1(CC1)[C@H](CP(O)(=O)C)C1=CC(=CC=C1)OCC1=CC(=C(C=C1)C1=CC(=NC=C1F)OC)[C@H](C(C)(C)C)OC